BrC1=C(C=2C(=C(N=NC2N)OC)N1C)C1=CC(=C(C=C1)OC1=NC=CC(=N1)C)F 2-Bromo-3-(3-fluoro-4-((4-methylpyrimidin-2-yl)oxy)phenyl)-7-methoxy-1-methyl-1H-pyrrolo[2,3-d]pyridazin-4-amine